N=CC1=CC=C(C=C1)N (4-(iminomethyl)phenyl)amine